nickel (2-ethylhexyl) (1-methylheptyl)phosphonate CC(CCCCCC)P(OCC(CCCC)CC)([O-])=O.[Ni+2].C(C)C(COP([O-])(=O)C(CCCCCC)C)CCCC